N-(2-hydroxy-3-phenylpropyl)-N-methylnicotinamide OC(CN(C(C1=CN=CC=C1)=O)C)CC1=CC=CC=C1